2'-Ethoxy-N4-{[1-(methoxymethyl)cyclobutyl]methyl}-N4-methyl-6'-(trifluoromethyl)[2,4'-bipyridine]-4,5,6-triamine C(C)OC1=NC(=CC(=C1)C1=NC(=C(C(=C1)N(C)CC1(CCC1)COC)N)N)C(F)(F)F